OCCOCCOCCN1C(C=C(C=C1)[C@@H]1CN(C2(CC2)C1)C(=O)OC(C)(C)C)=O tert-butyl (R)-6-(1-(2-(2-(2-hydroxy ethoxy)ethoxy)ethyl)-2-oxo-1,2-dihydropyridin-4-yl)-4-azaspiro[2.4]heptane-4-carboxylate